tert-butyl 8-nitroso-3,8-diazabicyclo[3.2.1]octane-3-carboxylate N(=O)N1C2CN(CC1CC2)C(=O)OC(C)(C)C